FC(F)F.FC(F)F.[Co] cobalt bistrifluoromethane